NC1=C(C(=NN1C(C)C)C(=O)NC=1C(=NC=C(C1)NC(CC1=CC=C(C=C1)Cl)=O)F)C(=O)N 5-amino-N3-(5-(2-(4-chlorophenyl)acetamido)-2-fluoropyridin-3-yl)-1-isopropyl-1H-pyrazole-3,4-dicarboxamide